(R)-N-(1-(3-(difluoromethyl)-2-fluorophenyl)ethyl)-7-methoxy-2-methyl-6-(2-oxa-6-Aza-spiro[3.3]heptan-6-yl)quinolin-4-amine FC(C=1C(=C(C=CC1)[C@@H](C)NC1=CC(=NC2=CC(=C(C=C12)N1CC2(COC2)C1)OC)C)F)F